C(C)(C)(C)OC(=O)N[C@@H](CC1CCN(CC1)C(=O)OCC1=CC=CC=C1)C(=O)OC benzyl (S)-4-(2-((tert-butoxycarbonyl)amino)-3-methoxy-3-oxopropyl)piperidine-1-carboxylate